CC1=C(C(=O)C[C@@H]1OC(=O)[C@@H]2[C@H](C2(C)C)C=C(Cl)Cl)CC#C The molecule is a carboxylic ester obtained by formal condensation between the carboxy group of (1R,3S)-3-(2,2-dichloroethenyl)-2,2-dimethylcyclopropane-1-carboxylic acid and the hydroxy group of (4S)-4-hydroxy-3-methyl-2-(prop-2-yn-1-yl)cyclopent-2-en-1-one. It has a role as a pyrethroid ester insecticide and an agrochemical. It is an organochlorine compound, an enone, a terminal acetylenic compound, a cyclic ketone and a cyclopropanecarboxylate ester.